CC=1C(=C(C=C(C1)C(F)(F)F)O)C=1N=NC(=CC1)NC1CN(CC1)C 3-methyl-2-(6-((1-methylpyrrolidin-3-yl)amino)pyridazin-3-yl)-5-(trifluoromethyl)phenol